BrC1=C(OCCO[Si](C)(C)C(C)(C)C)C=CC=C1 [2-(2-bromophenoxy)ethoxy](tert-butyl)dimethylsilane